FC=1C=C(C=C(C1[Si](C)(C)C)F)NC([C@H](NC(CN1N=C(C=CC1=O)C)=O)C1=CC=C(C=C1)COC)=O (2R)-N-(3,5-difluoro-4-(trimethylsilyl)phenyl)-2-(4-(methoxymethyl)phenyl)-2-(((3-methyl-6-oxopyridazin-1(6H)-yl)acetyl)amino)acetamide